C1(CC2C(CC1)O2)CCC[Si](OC)(OC)OC gamma-(3,4-epoxycyclohexyl)propyltrimethoxysilane